C1(C(C1=C(C#N)C1=C(C(=C(C(=C1F)F)C#N)F)F)=C(C#N)C1=C(C(=C(C(=C1F)F)C#N)F)F)=C(C#N)C1=C(C(=C(C(=C1F)F)C#N)F)F 1,2,3-Cyclopropanetriylidentris[4-cyano-2,3,5,6-tetrafluorobenzeneacetonitrile]